2-chloro-6-methoxy-7-methyl-9-(4-(1-methyl-4-(trifluoromethyl)-1H-imidazol-2-yl)benzyl)-7,9-dihydro-8H-purin-8-imine ClC1=NC(=C2N(C(N(C2=N1)CC1=CC=C(C=C1)C=1N(C=C(N1)C(F)(F)F)C)=N)C)OC